The molecule is a phenyl acetate that is the diacetate ester derivative of syringyl alcohol. It is a dimethoxybenzene and a member of phenyl acetates. It derives from a syringyl alcohol. CC(=O)OCC1=CC(=C(C(=C1)OC)OC(=O)C)OC